OC1OC2=C(NC1=O)C=CC=C2 hydroxy-4H-1,4-benzoxazin-3-one